C(C)(C)(C)C(C(CN(C([O-])=O)C)(F)F)OCC#C 3-Tert-butyl(2,2-difluoro-3-(prop-2-yn-1-yloxy)propyl)(methyl)carbamate